ClC1=CC=C(C=C1)C#CCOC1=C(C=C(C=C1)CCNC(C(C(C)C)(S(=O)(=O)C)N)=O)OC N-(2-(4-[3-(4-chlorophenyl)propan-2-ynyloxy]-3-methoxyphenyl)ethyl)-2-methanesulfonyl-amino-3-methylbutyramide